(S)-5-[5-(3,4,5-trichlorophenyl)-5-trifluoromethyl-4,5-dihydro-isoxazol-3-yl]-3-methyl-thiophene-2-carboxylic acid ClC=1C=C(C=C(C1Cl)Cl)[C@@]1(CC(=NO1)C1=CC(=C(S1)C(=O)O)C)C(F)(F)F